BrC1=CC=C(C=C1)\C=C/C(=O)C1=C(C=CC=C1)O (Z)-3-(4-Bromophenyl)-1-(2-hydroxyphenyl)prop-2-en-1-one